tert-butyl 4-((3-(2-(azepan-1-yl)acetamido)-4-methylthiophene-2-carbonyl)oxy)piperidine-1-carboxylate N1(CCCCCC1)CC(=O)NC1=C(SC=C1C)C(=O)OC1CCN(CC1)C(=O)OC(C)(C)C